2-chloro-4-(cyclopentyloxy)-5-nitropyridine ClC1=NC=C(C(=C1)OC1CCCC1)[N+](=O)[O-]